N-(tris(hydroxymethyl)methyl)acrylamide OCC(NC(C=C)=O)(CO)CO